4-(METHANESULFONYLAMINO)PHENYLBORONIC ACID CS(=O)(=O)NC1=CC=C(C=C1)B(O)O